6-chloro-4-cyclopropyl-2-(3,5-dimethoxyphenyl)pyridazin-3(2H)-one ClC=1C=C(C(N(N1)C1=CC(=CC(=C1)OC)OC)=O)C1CC1